(5-(benzyloxy)-2-fluorophenyl)(6-(1-(o-tolyl)-1H-pyrazol-5-yl)-2-azaspiro[3.3]heptan-2-yl)methanone C(C1=CC=CC=C1)OC=1C=CC(=C(C1)C(=O)N1CC2(C1)CC(C2)C2=CC=NN2C2=C(C=CC=C2)C)F